CC1=CC=2N(N=C1N1CC=3C=C(C=NC3CC1)C1=CN=CN1C)C(C=CN2)=O 8-methyl-7-(3-(1-methyl-1H-imidazol-5-yl)-7,8-dihydro-1,6-naphthyridin-6(5H)-yl)-4H-pyrimido[1,2-b]pyridazin-4-one